N1N=CC2=CC(=CC=C12)NC1=NC(=NC(=C1)OCCN(C)C)C=1C=CC2=C(SC(=C2)C(=O)NC(C)C)C1 6-(4-((1H-indazol-5-yl)amino)-6-(2-(dimethylamino)ethoxy)pyrimidin-2-yl)-N-isopropylbenzo[b]thiophene-2-carboxamide